N1C=C(C=2C1=NC=CC2)N2C(CNCC2)=O 1-(1H-pyrrolo[2,3-b]pyridin-3-yl)piperazin-2-one